CN([C@@H](CNC(OC(C)(C)C)=O)C)C\C=C\B1OC(C(O1)(C)C)(C)C tert-Butyl N-[(2R)-2-[methyl-[(E)-3-(4,4,5,5-tetramethyl-1,3,2-dioxaborolan-2-yl)allyl]amino]propyl]carbamate